2-Chloro-N-{2-[4-(difluoromethyl)-1,3-thiazol-5-yl]-2-(4-{[6-(1H-pyrazol-1-yl)pyrazin-2-yl]oxy}piperidin-1-yl)ethyl}-6-fluorobenzamide ClC1=C(C(=O)NCC(N2CCC(CC2)OC2=NC(=CN=C2)N2N=CC=C2)C2=C(N=CS2)C(F)F)C(=CC=C1)F